C(C1=CC=CC=C1)OC(=O)N1CCN(CC1)C=1C2=C(N=C(N1)Cl)C(N(CC2)C(=O)OC(C)(C)C)=O Tert-butyl 4-(4-((benzyloxy) carbonyl) piperazin-1-yl)-2-chloro-8-oxo-5,8-dihydropyrido[3,4-d]pyrimidine-7(6H)-carboxylate